Cl.CNC(=O)C1=NC=C(C=C1)O[C@H]1CNCC1 N-methyl-5-[(3R)-pyrrolidin-3-yloxy]pyridine-2-carboxamide HCl salt